ClC=1C=CC(=NC1C)SC=1C=2N(C=C(C1)C=1C=NN(C1C)C1CCNCC1)N=CC2C#N 4-[(5-chloro-6-methyl-2-pyridyl)sulfanyl]-6-[5-methyl-1-(4-piperidyl)pyrazol-4-yl]pyrazolo[1,5-a]pyridine-3-carbonitrile